1-benzyl-4-phenylquinolin C(C1=CC=CC=C1)N1CC=C(C2=CC=CC=C12)C1=CC=CC=C1